tert-Butyl (3S,4R)-3-[(4R)-benzyl-2-oxo-oxazolidine-3-carbonyl]-4-(4-trifluoromethylphenyl)-pyrrolidine-1-carboxylate C(C1=CC=CC=C1)[C@H]1N(C(OC1)=O)C(=O)[C@@H]1CN(C[C@H]1C1=CC=C(C=C1)C(F)(F)F)C(=O)OC(C)(C)C